C1OC(CC2=CC=CC=C12)C(=O)O isochromane-3-carboxylic acid